ClC1=C(C=CC=C1Cl)C1=C(C=C(C=N1)N1CCC2(CCC[C@H]2N)CC1)C (1R)-8-[6-(2,3-dichlorophenyl)-5-methylpyridin-3-yl]-8-azaspiro[4.5]decan-1-amine